[(1S)-2,2-bis(4-fluorophenyl)-1-methyl-ethyl] (2S)-2-[(3-acetoxy-4-methoxy-pyridine-2-carbonyl)amino]propanoate C(C)(=O)OC=1C(=NC=CC1OC)C(=O)N[C@H](C(=O)O[C@H](C(C1=CC=C(C=C1)F)C1=CC=C(C=C1)F)C)C